C1(=CC=CC=C1)C=1C(NN=CC1)=O 4-phenyl-2,3-dihydropyridazin-3-one